(R)-6-bromo-2,3-dihydro-1H-inden-1-ol BrC1=CC=C2CC[C@H](C2=C1)O